methyl 8-bromo-2-(dichloromethyl)imidazo[1,2-a]pyridine-6-carboxylate BrC=1C=2N(C=C(C1)C(=O)OC)C=C(N2)C(Cl)Cl